C1(=CC=CC=C1)C1=CN=C(N1)C1=CC=CC(=N1)N1CCNCCC1 1-[6-(5-Phenyl-1H-imidazol-2-yl)pyridin-2-yl]-1,4-diazepane